N-(tert-butyl)-2-(1-((3,5-dichlorophenyl)sulfonylamino)-6-azaspiro[2.5]oct-6-yl)acetamide C(C)(C)(C)NC(CN1CCC2(CC2NS(=O)(=O)C2=CC(=CC(=C2)Cl)Cl)CC1)=O